3-(7-((2,3,5,6,7',8'-hexahydro-6'H-spiro[pyran-4,5'-[1,7]naphthyridine]-2'-yl)amino)-1-oxoisoindol-4-yl)imidazo[1,2-a]pyridine-7-carbonitrile N1=C(C=CC=2C3(CNCC12)CCOCC3)NC=3C=CC(=C1C=NC(C31)=O)C3=CN=C1N3C=CC(=C1)C#N